n-propenealdehyde C(C=C)=O